CC1=CN=C(S1)C=1C=C(O[C@@H]2CN(CC2)C(=O)OCC)C=C(C1)C(N[C@H](C)C=1C=NC(=NC1)C(F)(F)F)=O ethyl (3S)-3-[3-(5-methyl-1,3-thiazol-2-yl)-5-({(1R)-1-[2-(trifluoromethyl)pyrimidin-5-yl]ethyl}carbamoyl)phenoxy]pyrrolidine-1-carboxylate